[Pt](O)O.[Fe].[Ni] nickel-iron-platinum hydroxide